Bis-(dodecylphenyl)-iodonium hexafluoro-phosphate F[P-](F)(F)(F)(F)F.C(CCCCCCCCCCC)C1=C(C=CC=C1)[I+]C1=C(C=CC=C1)CCCCCCCCCCCC